Benzyl (3R)-3-methyl-7-oxo-1-({2,3',5'-trifluoro-[1,1'-biphenyl]-3-yl}methyl)-9-oxa-2,6-diazaspiro[4.5]decane-2-carboxylate C[C@H]1N(C(C2(C1)NC(COC2)=O)CC=2C(=C(C=CC2)C2=CC(=CC(=C2)F)F)F)C(=O)OCC2=CC=CC=C2